9,9'-(2,4-bis(4,6-diphenyl-1,3,5-triazin-2-yl)-1,3-phenylene)bis(9H-carbazole) C1(=CC=CC=C1)C1=NC(=NC(=N1)C1=CC=CC=C1)C1=C(C=CC(=C1N1C2=CC=CC=C2C=2C=CC=CC12)C1=NC(=NC(=N1)C1=CC=CC=C1)C1=CC=CC=C1)N1C2=CC=CC=C2C=2C=CC=CC12